ClC1=C(C=C(OCC=2C=C(C=CC2OC)C=CC(=O)C2=C(C=C(C=C2)O)O)C=C1)C 3-[3-[(4-Chloro-3-methylphenoxy)methyl]-4-methoxyphenyl]-1-(2,4-dihydroxyphenyl)prop-2-en-1-one